((1s,3s)-3-(2-(2-bromo-4-chlorophenyl)-2-methylpropanamido)-3-methylcyclobutyl)carbamic acid tert-butyl ester C(C)(C)(C)OC(NC1CC(C1)(C)NC(C(C)(C)C1=C(C=C(C=C1)Cl)Br)=O)=O